S(=O)(=O)(O)C([C@@H](C(=O)O)N)SSC[C@@H](C(=O)O)N sulfocystine